CN1N=C(C(=C1)NCC=1N=C2N(C=C(C=C2)C(F)(F)F)C1)C 1,3-dimethyl-N-((6-(trifluoromethyl)imidazo[1,2-a]pyridin-2-yl)methyl)-1H-pyrazol-4-amine